C(CCCCCCC)NC(=O)C=1C(NC=CC1)=S N-octyl-2-thioxo-1,2-dihydropyridine-3-carboxamide